4-methyl-6-(trifluoromethyl)pyridin-3-amine CC1=C(C=NC(=C1)C(F)(F)F)N